Bromo-1-methylquinolin-2(1H)-one BrC=1C(N(C2=CC=CC=C2C1)C)=O